3-(2-((tert-Butyldimethylsilyl)oxy)ethyl)-7,8-dichloro-l-1-(1-(tetrahydro-2H-pyran-2-yl)-1H-pyrazol-4-yl)-2,3-dihydro-1H-[1,4]diazepino[1,7-a]indol-4(5H)-one [Si](C)(C)(C(C)(C)C)OCCN1C(CN2C(=CC=3C=CC(=C(C23)Cl)Cl)C(C1)C=1C=NN(C1)C1OCCCC1)=O